ClC1=CC=C(OCC2=NC=C(C#N)C=C2)C=C1 6-((4-chlorophenoxy)methyl)nicotinonitrile